2-(2,4-dioxo-1,4-dihydroquinazolin-3(2H)-yl)-N-(1-(3-methoxyphenyl)ethyl)acetamide O=C1NC2=CC=CC=C2C(N1CC(=O)NC(C)C1=CC(=CC=C1)OC)=O